C(C)C1=C(C=CC=C1)[N+](=O)[O-].[N] nitrogen ethyl-nitrobenzene